C1=NC=C(C2=CC=CC=C12)N1C(N(C[C@H]1C#N)C1=CC(=NC=C1)C)=O (S)-3-(isoquinolin-4-yl)-1-(2-methylpyridin-4-yl)-2-oxoimidazolidine-4-carbonitrile